N1(CC1)CC(C)O 1-(aziridin-1-yl)propan-2-ol